4,6-diamino-2-mercaptopyrimidineethanol methyl-(1R,4r)-4-((R)-1-aminopropyl)cyclohexane-1-carboxylate hydrochloride Cl.CC1(CCC(CC1)[C@@H](CC)N)C(=O)OCCC1(NC(=CC(=N1)N)N)S